2-[5-(3-Amino-pyrrolidin-1-yl)-pyridin-2-ylamino]-6-bromo-8-cyclopentyl-8H-pyrido[2,3-d]pyrimidin-7-one NC1CN(CC1)C=1C=CC(=NC1)NC=1N=CC2=C(N1)N(C(C(=C2)Br)=O)C2CCCC2